OC(CCCCCCCCCCCCCCC(=O)O)CC=CCC=CCCCCCCC 16-Hydroxy-nonacosa-18,21-dienoic acid